(R)-2-((3-chloro-5-(2-(6-((2-methoxyethyl)(methyl)amino)-2-methylhex-3-yl)-2,6-diazaspiro[3.4]oct-6-yl)-1,2,4-triazin-6-yl)oxy)-5-fluoro-N-isopropyl-N-methylbenzamide ClC=1N=NC(=C(N1)N1CC2(CN(C2)[C@@H](C(C)C)CCCN(C)CCOC)CC1)OC1=C(C(=O)N(C)C(C)C)C=C(C=C1)F